2-Chloro-4-((R)-8-(4-(4-((4-(4-(((R)-2,6-dioxopiperidin-3-yl)amino)pyridin-2-yl)piperazin-1-yl)methyl)piperidine-1-carbonyl)phenyl)-3-methyl-2,8-diazaspiro[4.5]decan-2-yl)benzonitrile ClC1=C(C#N)C=CC(=C1)N1CC2(C[C@H]1C)CCN(CC2)C2=CC=C(C=C2)C(=O)N2CCC(CC2)CN2CCN(CC2)C2=NC=CC(=C2)N[C@H]2C(NC(CC2)=O)=O